ClC=1C=C(C=C(C1)Cl)NC(=O)NC1=C(C(=CC(=C1)Br)Br)CO 1-(3,5-dichlorophenyl)-3-(3,5-dibromo-2-hydroxymethylphenyl)urea